5-chloro-2-(3,3-difluorocyclobutyl)-4-(4,4-difluorocyclohexen-1-yl)pyridine ClC=1C(=CC(=NC1)C1CC(C1)(F)F)C1=CCC(CC1)(F)F